O1C(=CC2=C1C=CC=C2)[C@H]2NS(C1=C2C=C(C=C1)C(C)(C)C)(=O)=O (S)-3-(benzofuran-2-yl)-5-(tert-butyl)-2,3-dihydrobenzo[d]isothiazole 1,1-dioxide